N-(1-(thien-2-ylsulfonyl)-1,2,3,4-tetrahydroquinolin-6-yl)-2,3-dihydrobenzo[b][1,4]dioxin-6-sulfonamide S1C(=CC=C1)S(=O)(=O)N1CCCC2=CC(=CC=C12)NS(=O)(=O)C1=CC2=C(OCCO2)C=C1